ClC1=CC(=NN1C)[C@@H](CN(O)O)C(C(=O)OCC)C(=O)OCC diethyl 2-[(1R)-1-(5-chloro-1-methyl-pyrazol-3-yl)-2-(dihydroxyamino) ethyl]propanedioate